C(C)OC(=O)C1(C(CCC1)=O)C 1-methyl-2-oxocyclopentanecarboxylic acid ethyl ester